4-(1-isopropyl-1H-pyrazol-5-yl)-2-[(3R)-3-methylmorpholin-4-yl]-8-[1-(tetrahydro-2H-pyran-2-yl)-1H-pyrazol-5-yl]-1,7-naphthyridine C(C)(C)N1N=CC=C1C1=CC(=NC2=C(N=CC=C12)C1=CC=NN1C1OCCCC1)N1[C@@H](COCC1)C